C(C)(C)(C)P(C1=C(C=CC=C1)C1=C(C=C(C=C1C(C)C)C(C)C)C(C)C)C(C)(C)C 2-ditert-butylphosphino-2',4',6'-triisopropyl-1,1'-biphenyl